6'-{2-[(1-methyl-1H-pyrazole-4-sulfonyl)amino]ethoxy}-2',3'-dihydrospiro[cyclohexane-1,1'-indene]-4-carboxylic acid methyl ester COC(=O)C1CCC2(CCC3=CC=C(C=C23)OCCNS(=O)(=O)C=2C=NN(C2)C)CC1